[Cl-].C(C(=C)C)(=O)OCCC(CCC[N+]1=CC=CC=C1)CCCCCCCC 4-methacryloyloxyethyldodecylpyridinium chloride